CNC=1C=C(C=CC1[N+](=O)[O-])C1(CCN(CC1)C(=O)OC(C)(C)C)C(=O)OC 1-tert-butyl 4-methyl 4-[3-(methylamino)-4-nitro-phenyl]piperidine-1,4-dicarboxylate